COC(C1=C(C=CC=C1)[C@@H]1O[C@H]([C@@H](C1=C)OC(C)=O)N1N=CC=2C1=NC(=NC2N2C1CCCC2CC1)Cl)=O ((2S,4R,5R)-5-(4-(8-azabicyclo[3.2.1]oct-8-yl)-6-chloro-1H-pyrazolo[3,4-d]pyrimidin-1-yl)-4-acetoxy-3-methylenetetrahydrofuran-2-yl)benzoic acid methyl ester